(S)-4-benzyl-3-((S)-6-benzyl-2-(1-(trifluoromethyl)cyclopropane-1-carbonyl)-2,6-diazaspiro[3.4]Octane-8-carbonyl)oxazolidin-2-one C(C1=CC=CC=C1)[C@@H]1N(C(OC1)=O)C(=O)[C@@H]1CN(CC12CN(C2)C(=O)C2(CC2)C(F)(F)F)CC2=CC=CC=C2